C1=CC(=CC=C1O)OC2=CC=C(C=C2)O 4,4'-dihydroxydiphenyl oxide